[N+](=O)([O-])C1=C(C=CC=C1)S(=O)(=O)C(F)(F)F 1-nitro-2-(trifluoromethylsulfonyl)benzene